FC=1C=C2C(C=CN3C2=C(C1F)OC(C3)C)=O 9,10-difluoro-2-methyl-2H-[1,4]oxazino[2,3,4-ij]quinolin-7(3H)-one